4-chloro-1-(tetrahydro-2H-pyran-2-yl)-1H-indazol-5-amine ClC1=C2C=NN(C2=CC=C1N)C1OCCCC1